CC1(OB(OC1(C)C)/C=C/C(=O)OC(C)(C)C)C tert-butyl (E)-3-(4,4,5,5-tetramethyl-1,3,2-dioxaborolan-2-yl)prop-2-enoate